5-[5-(4-ethylphenoxy)pyrazin-2-yl]hexahydropyrimidine-2,4,6-trione C(C)C1=CC=C(OC=2N=CC(=NC2)C2C(NC(NC2=O)=O)=O)C=C1